Dinatrium Terephthalat C(C1=CC=C(C(=O)[O-])C=C1)(=O)[O-].[Na+].[Na+]